C(CCCCCCCCCCC)NCCCS(=O)(=O)[O-].[Na+] sodium 3-dodecylaminopropanesulphonate